3-(1-oxo-5-(4-((4-(2-(trifluoromethyl)phenyl)piperidin-1-yl)methyl)pyridin-2-yl)isoindolin-2-yl)piperidine-2,6-dione O=C1N(CC2=CC(=CC=C12)C1=NC=CC(=C1)CN1CCC(CC1)C1=C(C=CC=C1)C(F)(F)F)C1C(NC(CC1)=O)=O